C(CCCCCCCCCCCC(=O)N)(=O)N brassylamide